NC=1C=CC=C2CN(C(C12)=O)CC(N1[C@@H](CCC1)C(F)(F)F)=O 7-amino-2-[2-oxo-2-[(2S)-(trifluoromethyl)pyrrolidin-1-yl]ethyl]isoindolin-1-one